4-((6-chloroquinolin-2-yl)amino)-1H-1,2,3-triazole-5-carboxylic acid ClC=1C=C2C=CC(=NC2=CC1)NC=1N=NNC1C(=O)O